((2S,4S)-4-(7-(2-chloro-3-methylphenyl)-6-fluoro-8-methyl-4-((S)-1-((S)-1-methylpyrrolidin-2-yl)ethoxy)-1H-imidazo[4,5-c]quinolin-1-yl)-1-(2-fluoroacryloyl)piperidin-2-yl)acetonitrile ClC1=C(C=CC=C1C)C=1C(=CC=2C3=C(C(=NC2C1F)O[C@@H](C)[C@H]1N(CCC1)C)N=CN3[C@@H]3C[C@H](N(CC3)C(C(=C)F)=O)CC#N)C